9-octadecene-12-ynoic acid, methyl ester C(CCCCCCCC=CCC#CCCCCC)(=O)OC